6-bromo-8-((3,3-difluoropyrrolidin-1-yl)sulfonyl)quinazolin-4-ol BrC=1C=C2C(=NC=NC2=C(C1)S(=O)(=O)N1CC(CC1)(F)F)O